O=C1NC(CCC1N1C(C2=CC=CC(=C2C1)NCCC(CNC(OC(C)(C)C)=O)(C)C)=O)=O tert-butyl (4-((2-(2,6-dioxopiperidin-3-yl)-1-oxoisoindolin-4-yl)amino)-2,2-dimethylbutyl)carbamate